4-(1-(tert-butyl)-3-(trifluoromethyl)-1H-pyrazol-5-yl)cyclohexanone C(C)(C)(C)N1N=C(C=C1C1CCC(CC1)=O)C(F)(F)F